N-cyclopropyl-5-{[(2R,3S)-2-methylazetidin-3-yl]oxy}pyridine-2-carboxamide HCl salt Cl.C1(CC1)NC(=O)C1=NC=C(C=C1)O[C@@H]1[C@H](NC1)C